C(C1=CC=CC=C1)C1N(CCOC1)C1=NC(=NC(=N1)C1=CC=C2C=NNC2=C1)N 4-(3-Benzylmorpholin-4-yl)-6-(1H-indazol-6-yl)-1,3,5-triazin-2-amine